ClC=1C2=CNN=C2C(=CC1)F 4-chloro-7-fluoro-2H-indazole